C(C)N1N=CC(=N1)S(=O)(=O)N1C[C@]2(CC3=C(C[C@@H]2CC1)N(N=C3)C3=CC=C(C=C3)F)C(=O)C3=NC=CC=C3 ((4aR,8aS)-6-((2-ethyl-2H-1,2,3-triazol-4-yl)sulfonyl)-1-(4-fluorophenyl)-4,4a,5,6,7,8,8a,9-octahydro-1H-pyrazolo[3,4-g]isoquinolin-4a-yl)(pyridin-2-yl)methanone